(S)-5-(1H-imidazol-1-yl)-2-(6-(methyl(4-azaspiro[2.5]octan-7-yl)amino)-1,2,4-triazin-3-yl)phenol N1(C=NC=C1)C=1C=CC(=C(C1)O)C=1N=NC(=CN1)N([C@H]1CCNC2(CC2)C1)C